FC1=C(C=CC=C1)C1=CC=C(C=C1)CCCNC(CC1=CC=C(C=C1)F)=O N-(3-(2'-fluoro-[1,1'-biphenyl]-4-yl)propyl)-2-(4-fluorophenyl)acetamide